7-Trifluoromethyl-2-methyl-3-(4-(4-trifluoromethoxyphenoxy)phenyl)-5,6,7,8-tetrahydroquinolin-4(1H)-one FC(C1CCC=2C(C(=C(NC2C1)C)C1=CC=C(C=C1)OC1=CC=C(C=C1)OC(F)(F)F)=O)(F)F